N1N=NC=C1[C@H]1CNCC1 (3R)-3-(1H-triazol-5-yl)pyrrolidin